CS(=O)(=O)OCC(CC(=O)N1CCOCC1)NC(=O)OCC1=CC=CC=C1 2-{[(benzyloxy)carbonyl]amino}-4-(morpholin-4-yl)-4-oxobutyl methanesulfonate